COC=1C=C(C(=O)O)C=CC1C=1C=NC(=NC1)OC 3-methoxy-4-(2-methoxypyrimidin-5-yl)benzoic acid